CN1N=CC(=C1)NCC1=NC=C(C=C1)C(F)(F)F 1-methyl-N-((5-(trifluoromethyl)pyridin-2-yl)methyl)-1H-pyrazol-4-amine